6-(2-((1-((dimethylamino)methyl)cyclopropyl)methoxy)-7-(8-ethyl-7-fluoro-3-hydroxynaphthalen-1-yl)-8-fluoropyrido[4,3-d]pyrimidin-4-yl)-1,6-diazaspiro[3.5]nonan-2-one CN(C)CC1(CC1)COC=1N=C(C2=C(N1)C(=C(N=C2)C2=CC(=CC1=CC=C(C(=C21)CC)F)O)F)N2CC1(CC(N1)=O)CCC2